(S)-N-(5-(difluoromethoxy)-1H-pyrazol-3-yl)-6-((3,3-dimethylpiperidin-4-yl)oxy)pyrazin-2-amine FC(OC1=CC(=NN1)NC1=NC(=CN=C1)O[C@@H]1C(CNCC1)(C)C)F